OCCNC(=O)N N-(2-hydroxy-ethyl)urea